N,N,N-triethylamine N-oxide C(C)[N+](CC)(CC)[O-]